N-t-butyloxycarbonyl-sarcosine C(C)(C)(C)OC(=O)N(C)CC(=O)O